[Si](C1=CC=CC=C1)(C1=CC=CC=C1)(C(C)(C)C)O[C@H]1[C@H](COC1)N1[C@H](CNCC1)C (S)-1-((3S,4S)-4-((tert-butyldiphenylsilyl)oxy)tetrahydrofuran-3-yl)-2-methylpiperazine